BrC=1C=C2CC(NC(C2=C2C1C=CC=C2)=O)=O 6-bromo-1,3-dihydro-benzisoquinoline-1,3-dione